NC1=CC=C(C=C1)C(C1=CC=CC=C1)(C1=CC=CC=C1)C1=CC=C(C=C1)N bis(4-aminophenyl)diphenylmethane